NC1=C(CNC2CCC(CC2)C(=O)NC2=CC(=C(C=C2)C)OC)C(=CC=C1)Br (1s,4s)-4-((2-amino-6-bromobenzyl)amino)-N-(3-methoxy-4-methylphenyl)cyclohexane-1-carboxamide